C[Se]C=1C=C(C=C(C1OC)OC)N1C([C@H]([C@@H]1C1=CC(=C(C=C1)OC)O)CO)=O (3R,4R)-1-(3-methylseleno-4,5-dimethoxyphenyl)-4-(3-hydroxy-4-methoxyphenyl)-3-hydroxymethylazetidin-2-one